[Cl-].ClCC1=NN2C(C=C(C=C2)C2CC2)=[NH+]1 2-(chloromethyl)-7-cyclopropyl-[1,2,4]triazolo[1,5-a]pyridin-1-ium chloride